C1=CC=CC=2OC3=CC=CC=C3C(C12)N Xanthen-Amine